CC1=C(NC=C1)C#N 3-methyl-2-cyanopyrrole